N-(2-(Methylsulfonamidomethyl)quinolin-8-yl)-4-(trifluoromethyl)benzenesulfonamide CS(=O)(=O)NCC1=NC2=C(C=CC=C2C=C1)NS(=O)(=O)C1=CC=C(C=C1)C(F)(F)F